CN1C=C(C=C1)C(=O)NCC1=CC=C(C=C1)NC(OCC1=CC=C(C=C1)Cl)=O 4-chlorobenzyl (4-((1-methyl-1H-pyrrole-3-carboxamido)meth-yl)phenyl)carbamate